(4-bromophenyl)-quinoline BrC1=CC=C(C=C1)C1=NC2=CC=CC=C2C=C1